1-(but-3-en-1-yl)-2-vinyl-1,2-dihydroimidazo[1,2-e][1,5,2]diazaborinine C(CC=C)N1B(C=CN2C1=NC=C2)C=C